CC=1C=CC(=NC1)NC(C1=C(C=C(C=C1)[N+](=O)[O-])C=1N=NNN1)=O N-(5-methylpyridin-2-yl)-4-nitro-2-(2H-tetrazol-5-yl)benzamide